1-((2R,5S)-4-(6-chloro-2-(3-(dimethylamino)azetidin-1-yl)-8-fluoro-7-(6-fluoro-1H-indazol-7-yl)quinazolin-4-yl)-2,5-dimethylpiperazin-1-yl)prop-2-en-1-one ClC=1C=C2C(=NC(=NC2=C(C1C=1C(=CC=C2C=NNC12)F)F)N1CC(C1)N(C)C)N1C[C@H](N(C[C@@H]1C)C(C=C)=O)C